CC1(N=C(OC1)C=1C=C(C=NC1)C1=CC=2C3(C4=CC(=CC=C4C2C=C1)C=1C=NC=C(C1)C=1OCC(N1)(C)C)C1=CC=CC=C1C=1C=CC=CC13)C 2,7-bis(5-(4,4-dimethyloxazolin-2-yl)pyridin-3-yl)-9,9'-spirobi[fluorene]